4-(methyl-(1,2,3,4-tetrahydroisoquinolin-7-yl)amino)benzonitrile hydrochloride Cl.CN(C1=CC=C(C#N)C=C1)C1=CC=C2CCNCC2=C1